C(CCC)N1CCN(CC1)CC1=C(N=CC2=CC=CC=C2)C=CC=C1 ((4-n-butyl-1-piperazinyl)methyl)benzylideneaniline